N=1N=CC2=NC=C(CC21)C(=O)[O-] pyrazolo[4,3-b]pyridine-6-carboxylate